O=C1NC(CCC1N1CC2=CC(=C(C=C2C1)F)N1CC(N(C(C1)C)CC1CCN(CC1)CCOC1=CC=C(C=C1)C(=C(CC)C1=CC=CC=C1)C1=CC=C(C=C1)O)C)=O 2-(2,6-dioxopiperidin-3-yl)-5-fluoro-6-(4-((1-(2-(4-(1-(4-hydroxyphenyl)-2-Phenylbut-1-en-1-yl)phenoxy)ethyl)piperidin-4-yl)methyl)-3,5-dimethylpiperazin-1-yl)isoindoline